benzo[1,2-d]thiazol-6-amine S1C=NC2=C1C=C(C=C2)N